tert-butyl (2R)-2'-bromo-2-methyl-9'-oxo-4',5',6',9'-tetrahydrospiro[piperidine-4,8'-pyrano[4,3-d][1,2,4]triazolo[1,5-a]pyrimidine]-1-carboxylate BrC1=NN2C(NC3=C(C2=O)C2(OCC3)C[C@H](N(CC2)C(=O)OC(C)(C)C)C)=N1